NC1S[C@H]2N(C(=C1COC)C(=O)O)C(C2)=O Amino-3-methoxymethyl-3-cephem-4-carboxylic acid